1-(3-methoxyphenyl)ethane-1,2-diol COC=1C=C(C=CC1)C(CO)O